tert-butyl (3S,4S)-3-(4-chloro-3-fluorophenyl)-4-(((1,5,7-trimethyl-4-oxo-4,5-dihydro-1H-pyrrolo[3,2-c]pyridin-3-yl)carbonyl)amino)piperidine-1-carboxylate ClC1=C(C=C(C=C1)[C@H]1CN(CC[C@@H]1NC(=O)C1=CN(C2=C1C(N(C=C2C)C)=O)C)C(=O)OC(C)(C)C)F